N-ethyl-5-fluoro-2-[(4-{7-[(1-hydroxy-4-oxocyclohexyl)methyl]-2,7-diazaspiro[3.5]nonan-2-yl}pyrimidin-5-yl)oxy]-N-isopropylbenzamide C(C)N(C(C1=C(C=CC(=C1)F)OC=1C(=NC=NC1)N1CC2(C1)CCN(CC2)CC2(CCC(CC2)=O)O)=O)C(C)C